NC1=C(C=CC(=C1)OC(F)(F)F)C(=O)N1CCC(CC1)C1=C2C(=NC=C1)NC(=N2)C2OCCCNC2 [2-amino-4-(trifluoromethoxy)phenyl]-[4-[2-[1,4-oxazepan-2-yl]-3H-imidazo[4,5-b]pyridin-7-yl]-1-piperidyl]methanone